[(1R,2S,4R)-4-{[5-({4-[(3-chlorophenyl)sulfanyl]-5-methyl-2-thienyl}carbonyl)pyrimidin-4-yl]amino}-2-hydroxycyclopentyl]methyl sulfamate S(N)(OC[C@@H]1[C@H](C[C@@H](C1)NC1=NC=NC=C1C(=O)C=1SC(=C(C1)SC1=CC(=CC=C1)Cl)C)O)(=O)=O